FC=1C=C2[C@H]3CCCN3C=3C=CN4N=CC(CNCCCOC2=CC1)=C4N3 (6R)-9-fluoro-13-oxa-2,17,21,22,25-pentaazapentacyclo[17.5.2.02,6.07,12.022,26]hexacosa-1(25),7,9,11,19(26),20,23-heptaene